10,11-dioctyl-eicosanedioic acid C(CCCCCCC)C(CCCCCCCCC(=O)O)C(CCCCCCCCC(=O)O)CCCCCCCC